1-methyl-3-difluoromethyl-4H-pyrazole-4-carboxylic acid [2-(2,4-dichlorophenyl)-2-methoxy-1-methyl-ethyl]-amide ClC1=C(C=CC(=C1)Cl)C(C(C)NC(=O)C1C(=NN(C1)C)C(F)F)OC